2-SEC-BUTOXY-5-CHLOROPYRIDIN-3-YLBORONIC ACID C(C)(CC)OC1=NC=C(C=C1B(O)O)Cl